CC1(OC(=CC(O1)=O)C1=CC=CC=C1)C 2,2-dimethyl-6-phenyl-4H-1,3-dioxin-4-one